(S)-N-(1-(methoxy(methyl)amino)-1-oxo-3-(1-trityl-1H-imidazol-4-yl)propan-2-yl)-2-propyl-pentanamide CON(C([C@H](CC=1N=CN(C1)C(C1=CC=CC=C1)(C1=CC=CC=C1)C1=CC=CC=C1)NC(C(CCC)CCC)=O)=O)C